FC1=C(C(=O)N[C@@H](C(=O)N2CCC3(CC2)C(CN(C(C3)=O)C)C3=CC=CC=C3)C3CCOCC3)C=C(C=C1)C(F)(F)F 2-fluoro-N-((1R)-2-(9-methyl-10-oxo-7-phenyl-3,9-diazaspiro[5.5]undecan-3-yl)-2-oxo-1-(tetrahydro-2H-pyran-4-yl)ethyl)-5-(trifluoromethyl)benzamide